BrC1=CC(=C(CNC2=C(NC=C2)C(=O)OCC)C=C1)C#N ethyl 3-((4-bromo-2-cyanobenzyl) amino)-1H-pyrrole-2-carboxylate